1-(2,4,5-trifluorobenzyl)pyrimidine-2,4(1H,3H)dione FC1=C(CN2C(NC(C=C2)=O)=O)C=C(C(=C1)F)F